CN1C=2N(C3(C1)CCCCC3)N=CC2 methyl-1',2'-dihydrospiro[cyclohexane-1,3'-pyrazolo[1,5-a]imidazole]